[Cl-].NC(NCCCCN)=N agmatine chloride